3-(5-(4-(3,5-dimethoxypyridin-2-yl)-1H-1,2,3-triazol-1-yl)-1-oxoisoindolin-2-yl)piperidine-2,6-dione COC=1C(=NC=C(C1)OC)C=1N=NN(C1)C=1C=C2CN(C(C2=CC1)=O)C1C(NC(CC1)=O)=O